9-(3'-(9H-carbazole-9-yl)-[1,1'-biphenyl]-3-yl)-9H-pyrido[2,3-b]indole C1=CC=CC=2C3=CC=CC=C3N(C12)C=1C=C(C=CC1)C1=CC(=CC=C1)N1C2=C(C3=CC=CC=C13)C=CC=N2